fluorenyl-isoquinoline C1(=CC=CC=2C3=CC=CC=C3CC12)C1=NC=CC2=CC=CC=C12